FC(CN1N=C(C=C1C1C2CC(CC12)O)C(F)(F)F)F 6-(1-(2,2-Difluoroethyl)-3-(trifluoromethyl)-1H-pyrazol-5-yl)bicyclo[3.1.0]hexan-3-ol